N-[(1S)-5-[2-(2-aminopyridin-3-yl)-5-(5-methyl-1,3,4-thiadiazol-2-yl)imidazo[4,5-b]pyridin-3-yl]-2,3-dihydro-1H-inden-1-yl]-3-formyl-4-hydroxybenzamide NC1=NC=CC=C1C1=NC=2C(=NC(=CC2)C=2SC(=NN2)C)N1C=1C=C2CC[C@@H](C2=CC1)NC(C1=CC(=C(C=C1)O)C=O)=O